1-(4-((1-(2-cyano-6-(1H-pyrazol-1-yl)pyridin-3-yl)piperidin-4-yl)methyl)-3-fluoropyridin-2-yl)-3-ethylurea C(#N)C1=NC(=CC=C1N1CCC(CC1)CC1=C(C(=NC=C1)NC(=O)NCC)F)N1N=CC=C1